COC1=C(C(=O)P(CC(CC(C)(C)C)C)(C(C2=C(C=CC=C2OC)OC)=O)=O)C(=CC=C1)OC bis-(2,6-dimethoxybenzoyl)-2,4,4-trimethylpentyl-phosphine oxide